6-methyl-3,5-octadiene CC(=CC=CCC)CC